tri(3-methylbutyl)cyclohexane-1,2,4-tripropionate CC(CCOC(CCC1C(CC(CC1)CCC(=O)OCCC(C)C)CCC(=O)OCCC(C)C)=O)C